C(C)(=O)OCC(C)NC(=O)C(CC(=O)O)N 3-{[1-(Acetyloxy)prop-2-yl]carbamoyl}-3-aminopropionic acid